(tert-butyl)-4-(2-butyl-benzofuran-3-carbonyl)-benzamide C(C)(C)(C)C1=C(C(=O)N)C=CC(=C1)C(=O)C1=C(OC2=C1C=CC=C2)CCCC